(R)-2-(3-((tert-butoxycarbonyl)amino)piperidin-1-yl)thiazole-4-carboxylic acid C(C)(C)(C)OC(=O)N[C@H]1CN(CCC1)C=1SC=C(N1)C(=O)O